CN(C(C(=O)O)=O)C N,N-dimethyloxalamic acid